CC(C(=O)OCCP(O)(O)=O)(C)NC(C=C)=O [2-methyl-2-(prop-2-enoylamino)propanoyl]oxyethylphosphonic acid